(1R,3s)-3-((R,E)-3-(4-chlorophenyl)-4-phenyl-N'-((4-(trifluoromethyl)phenyl)sulfonyl)-4,5-dihydro-1H-pyrazole-1-carboximidamido)cyclobutyl sulfamate S(N)(OC1CC(C1)N\C(=N/S(=O)(=O)C1=CC=C(C=C1)C(F)(F)F)\N1N=C([C@@H](C1)C1=CC=CC=C1)C1=CC=C(C=C1)Cl)(=O)=O